(6-bromo-4-fluoro-pyridin-3-yl)-tributylstannane BrC1=CC(=C(C=N1)[Sn](CCCC)(CCCC)CCCC)F